C(C=C)(=O)O.C(C=C)(=O)O.C(C=C)(=O)O.C(C=C)(=O)O.C(O)C(CC)(CO)CO.C(O)C(CC)(CO)CO di(trimethylolpropane) tetra-acrylate